dichlorodi(n-propyl)silane tert-butyl-2-(3-(((benzyloxy)carbonyl)amino)-1-methyl-1H-indazol-6-yl)-2,7-diazaspiro[3.5]nonane-7-carboxylate C(C)(C)(C)OC(=O)N1CCC2(CN(C2)C2=CC=C3C(=NN(C3=C2)C)NC(=O)OCC2=CC=CC=C2)CC1.Cl[Si](CCC)(CCC)Cl